COC1(CC1)CS(=O)(=O)C=1SC2=C(N1)C=CC=C2 2-(((1-Methoxycyclopropyl)methyl)sulfonyl)benzo[d]thiazole